Tert-butyl 2-(5-chloropyrimidin-2-yl)-7-azaspiro[3.5]nonane-7-carboxylate ClC=1C=NC(=NC1)C1CC2(C1)CCN(CC2)C(=O)OC(C)(C)C